C(C)O[C@H]1[C@@H](CCC1)N1C=C(C=C1)C(=O)O 1-[(1R,2R)-2-ethoxycyclopentyl]pyrrole-3-carboxylic acid